{4-[(6,7-dimethoxy-1,5-naphthyridin-4-yl)oxy]-3,5-difluorophenyl}-2-fluoropyridine-3-carboxamide COC=1N=C2C(=CC=NC2=CC1OC)OC1=C(C=C(C=C1F)C1=C(C(=NC=C1)F)C(=O)N)F